3-hydroxycyclopentanon OC1CC(CC1)=O